CC1N(C(OC1)=O)C(=O)C=1C=C2N=CC=NC2=CC1 4-methyl-3-(quinoxaline-6-carbonyl)oxazolidin-2-one